ClC=1C=C(C=CC1NC1(CCC1)C1=CC=CC=C1)S(=O)(=O)NC=1SC=CN1 3-chloro-4-(1-phenylcyclobutylamino)-N-(thiazol-2-yl)benzenesulfonamide